C12(CC3CC(CC(C1)C3)C2)CN2N=CC(=C2C2CC(CCC2C(C)C)C)C2=C(C=3N(C=C2)C(=CN3)N)C(=O)OC methyl 7-(1-(adamantan-1-ylmethyl)-5-menthyl-1H-pyrazol-4-yl)-3-aminoimidazo[1,2-a]pyridine-8-carboxylate